(R)-1-(4-((1-(3-amino-5-(trifluoromethyl)phenyl)ethyl)amino)-2-methyl-8,9-dihydro-7H-cyclopenta[h]quinazolin-6-yl)ethan-1-one NC=1C=C(C=C(C1)C(F)(F)F)[C@@H](C)NC1=NC(=NC2=C3C(=C(C=C12)C(C)=O)CCC3)C